6-[4-(2-Piperidin-1-ylethoxy)phenyl]-3-pyridin-4-ylpyrazolo[1,5-a]pyrimidine N1(CCCCC1)CCOC1=CC=C(C=C1)C=1C=NC=2N(C1)N=CC2C2=CC=NC=C2